tert-Butyl N-[4-[5-[[tert-butyl(dimethyl)silyl]oxymethyl]-6-chloro-2-ethylsulfanyl-8-fluoro-quinazolin-7-yl]-3-cyano-7-fluoro-benzothiophen-2-yl]carbamate [Si](C)(C)(C(C)(C)C)OCC1=C2C=NC(=NC2=C(C(=C1Cl)C1=CC=C(C2=C1C(=C(S2)NC(OC(C)(C)C)=O)C#N)F)F)SCC